IC=1C=NC2=C(C=CC=C2C1)N 3-iodo-8-aminoquinoline